N=1NC=C2C1CNC2 4,6-dihydropyrrolo[3,4-c]pyrazole